NCC1(CCOC2=C1C=CC(=C2)Br)O 4-(aminomethyl)-7-bromo-3,4-dihydro-2H-1-benzopyran-4-ol